N-(2-chloropyrimidin-4-yl)-3-(4-fluorophenyl)isoxazol-5-amine ClC1=NC=CC(=N1)NC1=CC(=NO1)C1=CC=C(C=C1)F